(R)-3-(6-(7-chloro-5H-pyrrolo[2,3-b]pyrazin-2-yl)-2-(2-hydroxy-2-methylpropionyl)-1,2,3,4-tetrahydroisoquinolin-8-yl)morpholine-4-carboxylic acid tert-butyl ester C(C)(C)(C)OC(=O)N1[C@@H](COCC1)C=1C=C(C=C2CCN(CC12)C(C(C)(C)O)=O)C=1N=C2C(=NC1)NC=C2Cl